4-methyl-2-cyclohexyl-magnesium iodide CC1CC(CCC1)[Mg]I